6-((1S,4S)-2-Oxa-5-azabicyclo[2.2.1]heptan-5-yl)-N-(2-((R)-4-cyanothiazolidin-3-yl)-2-oxoethyl)quinoline-4-carboxamide [C@@H]12OC[C@@H](N(C1)C=1C=C3C(=CC=NC3=CC1)C(=O)NCC(=O)N1CSC[C@H]1C#N)C2